COC(=O)C=1C=C(C2=C(N(N=N2)C/C(=C/CN)/F)C1)C1=CC(=CC=C1)S(NC)(=O)=O (Z)-1-(4-amino-2-fluorobut-2-en-1-yl)-4-(3-(N-methylsulfamoyl)phenyl)-1H-benzo[d][1,2,3]triazole-6-carboxylic acid methyl ester